Magnesium carbonat Trihydrat O.O.O.C([O-])([O-])=O.[Mg+2]